4-(((1s,4S)-4-(1H-pyrazol-3-yl)cyclohexyl)amino)-6-(3-cyanopyrrolo[1,2-b]pyridazin-7-yl)-N-((R)-2-fluoro-3-hydroxy-3-methylbutyl)nicotinamide N1N=C(C=C1)C1CCC(CC1)NC1=CC(=NC=C1C(=O)NC[C@H](C(C)(C)O)F)C1=CC=C2N1N=CC(=C2)C#N